ClC1=NC(=NC(=N1)C1=CC=CC=C1)C1=CC=2C3(C4=CC=CC=C4C2C=C1)C1=CC=CC=C1C=1C=CC=CC13 2-Chloro-4-Phenyl-6-(9,9'-spirobi[9H-fluoren]-2-yl)-1,3,5-triazin